butoxyethoxy-ethyldiphosphit C(CCC)OCCOP([O-])([O-])(OP([O-])[O-])CC